2-imino-3-(2-(methoxymethyl)phenyl)thiazolidin-4-one N=C1SCC(N1C1=C(C=CC=C1)COC)=O